1-(4-(3-(3,4-dichlorophenyl)-1,2,4-oxadiazol-5-yl)piperidin-1-yl)-2-(1-methyl-1H-1,2,4-triazol-3-yl)ethan-1-one ClC=1C=C(C=CC1Cl)C1=NOC(=N1)C1CCN(CC1)C(CC1=NN(C=N1)C)=O